3-amino-6-bromo-4-[7-chloro-2-(oxan-2-yl)indazol-4-yl]-7-fluoro-1-[(4-methoxyphenyl)methyl]quinolin-2-one NC=1C(N(C2=CC(=C(C=C2C1C=1C2=CN(N=C2C(=CC1)Cl)C1OCCCC1)Br)F)CC1=CC=C(C=C1)OC)=O